ClC1=CC(=C(OCCCC(=O)NO)C=C1)C L-4-(4-chloro-2-methylphenoxy)-N-hydroxybutyramide